OC1=C2C=CC3=C(OCO3)C2=C(C2=C1C(OC2=O)=O)C2=CC1=C(OCO1)C=C2 6-hydroxy-10-(1,3-benzodioxol-5-yl)furo[3',4':6,7]naphtho[1,2-d]-1,3-dioxol-7,9-dione